N-(5-(2,6-Difluoro-4-methoxyphenyl)-2-(4-methoxy-6-(2-(methylsulfonyl)ethoxy)pyridin-2-yl)-1-methyl-3-oxo-2,3-dihydro-1H-pyrazol-4-yl)-4-(difluoromethoxy)benzamide FC1=C(C(=CC(=C1)OC)F)C1=C(C(N(N1C)C1=NC(=CC(=C1)OC)OCCS(=O)(=O)C)=O)NC(C1=CC=C(C=C1)OC(F)F)=O